2,5-bis(2-ethylhexyl)pyrrolo[3,4-c]pyrrole-1,4(2H,5H)-dione C(C)C(CN1C(C2=CN(C(C2=C1)=O)CC(CCCC)CC)=O)CCCC